3-TERT-BUTOXYMETHYLPHENYLBORONIC ACID C(C)(C)(C)OCC=1C=C(C=CC1)B(O)O